C1=COC(=C1)CCC2=CC=CO2 dimethylenefuran